C(C)(=O)C=1C=C(OCC=2N=NN(C2)[C@H](C(=O)N2[C@@H](C[C@H](C2)O)C(=O)NC)C(C)(C)C)C=CC1 (2S,4r)-1-[(2S)-2-[4-[(3-acetylphenoxy)methyl]triazol-1-yl]-3,3-dimethyl-butyryl]-4-hydroxy-N-methyl-pyrrolidine-2-carboxamide